N-(3-chloro-4-fluorophenyl)-6-[4-(diethylaminomethyl)piperidin-1-yl]pyrimido[5,4-d]pyrimidin-4-amine ClC=1C=C(C=CC1F)NC=1C2=C(N=CN1)C=NC(=N2)N2CCC(CC2)CN(CC)CC